N-[3-(5-chloro-1,3-benzoxazol-2-yl)-3-azaspiro[5.5]undecan-9-yl]-3,3-difluoro-cyclopentanecarboxamide ClC=1C=CC2=C(N=C(O2)N2CCC3(CC2)CCC(CC3)NC(=O)C3CC(CC3)(F)F)C1